OC1CC(C1)C(=O)O 3-hydroxycyclobutane-1-carboxylic acid